NC1=CC=2C(=NC=CC2CC#N)N1C1=C(C(=CC=C1C)OC)C 2-amino-4-(cyanomethyl)-1-(3-methoxy-2,6-dimethylphenyl)-1H-pyrrolo[2,3-b]pyridine